3-hydroxy-1-(4-methoxyphenyl)propan-1-one (R)-tert-butyl-4-(1-(2-chloro-3-methyl-4-(2-methylbenzamido)phenylsulfonamido)ethyl)piperidine-1-carboxylate C(C)(C)(C)OC(=O)N1CCC(CC1)[C@@H](C)NS(=O)(=O)C1=C(C(=C(C=C1)NC(C1=C(C=CC=C1)C)=O)C)Cl.OCCC(=O)C1=CC=C(C=C1)OC